6-amino-N-(5-chloro-6-(2,6-difluorophenyl)pyridin-2-yl)pyridine-2-sulfonamide NC1=CC=CC(=N1)S(=O)(=O)NC1=NC(=C(C=C1)Cl)C1=C(C=CC=C1F)F